C(CCCCCCCCCCCCCCCC)C(CCCCCCCCCCCCCCC)(OCCO)O heptadecyl-ethyleneoxycetyl alcohol